1-(6-Bromohexyl)-4-vinylbenzol BrCCCCCCC1=CC=C(C=C1)C=C